N-(m-methylphenyl)-3-methylbenzamide CC=1C=C(C=CC1)NC(C1=CC(=CC=C1)C)=O